(5-(5-((R)-1-(3,5-dichloropyridin-4-yl)ethoxy)-1-(tetrahydro-2H-pyran-2-yl)-1H-indazol-3-yl)pyridin-2-yl)-4,7-diazaspiro[2.5]octane-4-carboxylic acid tert-butyl ester C(C)(C)(C)OC(=O)N1C2(CC2C2=NC=C(C=C2)C2=NN(C3=CC=C(C=C23)O[C@H](C)C2=C(C=NC=C2Cl)Cl)C2OCCCC2)CNCC1